3-(6,7-dimethoxy-3-oxo-1,3-dihydro-2H-benzo[4,5]thieno[2,3-c]pyrrol-2-yl)benzoic acid COC1=CC2=C(C3=C(C(N(C3)C=3C=C(C(=O)O)C=CC3)=O)S2)C=C1OC